O1C(CCCC1)OCCC=1N=NN(C1)C1=CC=C(C=C1)CN (4-(4-(2-((tetrahydro-2H-pyran-2-yl)oxy)ethyl)-1H-1,2,3-triazol-1-yl)phenyl)methylamine